SCC1CCC(CC1)CS 1,4-dimercaptomethyl-cyclohexane